N1=CN=C2NC=NC2=C1C=1C(=NC=CC1)NC=1C=CC(=C(C1)NC(C1=CC(=C(C=C1)C(F)(F)F)F)=O)F N-(5-(3-(9H-purin-6-yl)pyridin-2-ylamino)-2-fluorophenyl)-3-fluoro-4-(trifluoromethyl)benzamide